N,N'-dimethyl-p-phenylenediamine hydrochloride Cl.CNC1=CC=C(C=C1)NC